C(C)(=O)O[C@@H](C12CCC(CC1)(N2)CCC2=CC=C(C=C2)OC)C2=CC(=CC=C2)F (R)-(3-Fluorophenyl)(4-(4-methoxyphenethyl)-7-azabicyclo[2.2.1]heptan-1-yl)methanol acetate